(2-chloroquinolin-4-yl)(pyrrolidin-1-yl)methanone ClC1=NC2=CC=CC=C2C(=C1)C(=O)N1CCCC1